ClC=1C=NN(C(C1Cl)=O)[C@@H](C(=O)NC1=CC(=C(C=C1)C(F)(F)F)S(NCCC1=NC=CC=C1)(=O)=O)C (2R)-2-(4,5-dichloro-6-oxo-pyridazin-1-yl)-N-[3-[2-(2-pyridyl)ethylsulfamoyl]-4-(trifluoromethyl)phenyl]propanamide